O=C1NC(CCC1C=1C=CC(=NC1)N1CCC(CC1)CN1CCN(CC1)C1=NN=C(S1)C1=C(C=2NC=3C=C(C=CC3C2N=C1)C#N)NC(C)C)=O 3-(5-(4-((1-(5-(2,6-dioxopiperidin-3-yl)pyridin-2-yl)piperidin-4-yl)methyl)piperazin-1-yl)-1,3,4-thiadiazole-2-yl)-4-(isopropylamino)-5H-pyrido[3,2-b]indole-7-carbonitrile